([1,1':3',1''-terphenyl]-2'-yl-2,2'',3,3'',4,4'',5,5'',6,6''-d10)-1-(3-((9-(4-(tert-butyl)pyridin-2-yl)-9H-carbazol-2-yl)amino)phenyl)-1H-benzo[d]imidazol-3-ium chloride [Cl-].C1(=C(C(=C(C(=C1[2H])[2H])[2H])[2H])[2H])C1=C(C(=CC=C1)C1=C(C(=C(C(=C1[2H])[2H])[2H])[2H])[2H])C1=[NH+]C2=C(N1C1=CC(=CC=C1)NC1=CC=3N(C4=CC=CC=C4C3C=C1)C1=NC=CC(=C1)C(C)(C)C)C=CC=C2